[Cl-].[Cl-].COC1=C2C=CC(C2=C(C=C1)OC)[Zr+2]C1C=CC2=C(C=CC(=C12)OC)OC bis(4,7-dimethoxy-1-indenyl)zirconium dichloride